5-chloro-N-((1s,4s)-4-((7-morpholino-1,6-naphthyridin-5-yl)oxy)cyclohexyl)pyrimidine-2-carboxamide ClC=1C=NC(=NC1)C(=O)NC1CCC(CC1)OC1=C2C=CC=NC2=CC(=N1)N1CCOCC1